3-(pyridazin-4-yl)-1-((2-(trimethylsilyl)ethoxy)methyl)-1H-pyrazol-5-amine N1=NC=C(C=C1)C1=NN(C(=C1)N)COCC[Si](C)(C)C